C[C@H](C=CC(=O)O)C[C@@H]([C@H](CC)O)C (4S,6S,7S)-4,6-dimethyl-7-hydroxynonenoic acid